2-(2,6-dioxopiperidin-3-yl)-4,6,7-trifluoroisoindoline-1,3-dione O=C1NC(CCC1N1C(C2=C(C(=CC(=C2C1=O)F)F)F)=O)=O